FC1=C(C=C(C=C1)C1CCC2(CN(C2)C(=O)C2CC(C2)(C)O)CC1)C (7-(4-fluoro-3-methylphenyl)-2-azaspiro[3.5]non-2-yl)((1s,3s)-3-hydroxy-3-methylcyclobutyl)methanone